N-(6-(4-methylpiperazin-1-yl)pyridin-3-yl)-3-(4-oxospiro[chromane-2,4'-piperidin]-7-yl)-1H-pyrrolo[2,3-b]pyridine-5-carboxamide CN1CCN(CC1)C1=CC=C(C=N1)NC(=O)C=1C=C2C(=NC1)NC=C2C2=CC=C1C(CC3(CCNCC3)OC1=C2)=O